3-(5-fluoropyrimidin-2-yl)-6-methylpicolinic acid FC=1C=NC(=NC1)C=1C(=NC(=CC1)C)C(=O)O